N=1C=CN2C1N=CC(=C2)C=2C=CN1N=C(N=CC12)N[C@@H]1CC[C@H](CC1)NC trans-N1-(5-(imidazo[1,2-a]pyrimidin-6-yl)pyrrolo[2,1-f][1,2,4]triazin-2-yl)-N4-methylcyclohexane-1,4-diamine